1-anilinephthalic acid tert-butyl-3-((4-(4,4,5,5-tetramethyl-1,3,2-dioxaborolan-2-yl)-1H-pyrazol-1-yl)methyl)azetidine-1-carboxylate C(C)(C)(C)OC(=O)N1CC(C1)CN1N=CC(=C1)B1OC(C(O1)(C)C)(C)C.NC1(CC=CC=C1)C=1C=CC=C(C1C(=O)O)C(=O)O